C1(CCCCC1)C(C(CCCNC(CCC=1OC(=C(N1)C1=CC=CC=C1)C1=CC=CC=C1)=O)C)NS(=O)(=O)C1=CC=C(C=C1)C N-(5-cyclohexyl-4-methyl-5-((4-methylphenyl)sulfonamido)pentyl)-3-(4,5-diphenyloxazol-2-yl)propanamide